6-[[(3r,5s)-1-ethyl-5-fluoro-3-piperidinyl]amino]-3-[2-hydroxy-4-(trifluoromethyl)phenyl]-4H-1,2,4-triazin-5-one C(C)N1C[C@@H](C[C@@H](C1)F)NC=1C(NC(=NN1)C1=C(C=C(C=C1)C(F)(F)F)O)=O